C[C@]12OC3=C([C@H](NC(N1C=1C=C(C(=O)O)C=CC1)=O)C2)C=CC=C3 3-((2R,6R)-2-methyl-4-oxo-5,6-dihydro-2H-2,6-methanobenzo[g][1,3,5]oxadiazocine-3(4H)-yl)benzoic acid